Cl.Cl.C([C@@H](C(=O)O)N)SSC[C@@H](C(=O)O)N cystinate dihydrochloride